2-methoxy-benzoic acid COC1=C(C(=O)O)C=CC=C1